5-(2,2-difluoroethyl)-4,6-dimethoxypyrimidine-2-ylamine FC(CC=1C(=NC(=NC1OC)N)OC)F